4-phenylphenylaniline C1(=CC=CC=C1)C1=CC=C(C=C1)NC1=CC=CC=C1